azaphenanthrooxazole O1N=NC2=C1C=CC=1C=3C=CC=CC3C=CC12